N1C=NC(=C1)CCNC(\C=C\C=1SC=CN1)=O (2E)-N-[2-(1H-imidazol-4-yl)ethyl]-3-(1,3-thiazol-2-yl)prop-2-enamide